tert-butyl (3-(3-(4-chloro-3-fluorophenyl)isoxazol-5-yl)bicyclo[1.1.1]pentan-1-yl)carbamate ClC1=C(C=C(C=C1)C1=NOC(=C1)C12CC(C1)(C2)NC(OC(C)(C)C)=O)F